CC1=NN(C(C2=CC=C(C=C12)N1CCC(CC1)CN1CCNCC1)=O)C1C(NC(CC1)=O)=O 3-(4-methyl-1-oxo-6-(4-(piperazin-1-ylmethyl)piperidin-1-yl)phthalazin-2(1H)-yl)piperidine-2,6-dione